tert-butyl (S)-2-(3-fluoro-4-(7-((3-(4-fluoropiperidin-1-yl)propyl)carbamoyl)-6-methoxybenzo[d]imidazo[2,1-b]thiazol-2-yl)phenyl)pyrrolidine-1-carboxylate FC=1C=C(C=CC1C=1N=C2SC3=C(N2C1)C=C(C(=C3)C(NCCCN3CCC(CC3)F)=O)OC)[C@H]3N(CCC3)C(=O)OC(C)(C)C